NC1=NNC2=C(C=C(C=C12)C1=C2C(=NC=C1)NC=C2)C#CCCCC(=O)O 6-(3-Amino-5-(1H-pyrrolo[2,3-b]pyridin-4-yl)-1H-indazol-7-yl)hex-5-ynoic acid